tri(trimethylphenoxy)methylphenol CC1=C(C(=C(OC(OC2=C(C(=C(C=C2)C)C)C)(OC2=C(C(=C(C=C2)C)C)C)C2=C(C=CC=C2)O)C=C1)C)C